2-hydroxy-4-[(3S)-2-oxopiperidin-3-yl]butanamide OC(C(=O)N)CC[C@H]1C(NCCC1)=O